4-hydroxy-N-[(1S)-1-[4-(4-methylthiazol-5-yl)phenyl]ethyl]pyrrolidine OC1CCN(C1)[C@@H](C)C1=CC=C(C=C1)C1=C(N=CS1)C